CC=1OC2=C(C1C1(CC1)C#N)C=C(C=C2)OCC2=C(N=CS2)C 1-(2-methyl-5-((4-methylthiazol-5-yl)methoxy)benzofuran-3-yl)cyclopropane-1-carbonitrile